L-serine benzyl ester benzenesulfonate salt C1(=CC=CC=C1)S(=O)(=O)O.C(C1=CC=CC=C1)OC([C@@H](N)CO)=O